2-(3-iodophenyl)thiazolo[4,5-c]Pyridine IC=1C=C(C=CC1)C=1SC2=C(C=NC=C2)N1